NCC(C(=O)NCCC(C)(C)C)OC1=NC(=NC(=C1)C1=C(C=CC=C1C)C)NS(=O)(=O)C=1C=C(C(=O)O)C=CC1 3-[[4-[1-(aminomethyl)-2-(3,3-dimethylbutylamino)-2-oxo-ethoxy]-6-(2,6-dimethylphenyl)pyrimidin-2-yl]sulfamoyl]benzoic acid